(3,3-difluoro-1-methylcyclobutyl)carbamate FC1(CC(C1)(C)NC([O-])=O)F